C1(=CC(=CC=C1)C(=O)C1=CC=C(C=C1)N)C(=O)C1=CC=C(C=C1)N 1,3-Phenylenebis[(4-aminophenyl)methanone]